C12COCC(CC1)N2C2=C(C=C1C(=N2)COC1)C(=O)OC methyl 2-(3-oxa-8-azabicyclo[3.2.1]octan-8-yl)-5,7-dihydrofuro[3,4-b]pyridine-3-carboxylate